BrC=1C(=C(C=CC1)CC=O)O[Si](C)(C)C(C)(C)C 2-(3-bromo-2-((tert-butyldimethylsilyl)oxy)phenyl)acetaldehyde